Methyl-2-(9'-(benzyloxy)-5'-(3,4-difluorophenyl)-4',4'-dimethyl-4',5'-dihydro-3'H-spiro[piperidine-4,1'-pyrano[4,3-b]indol]-1-yl)acetate COC(CN1CCC2(OCC(C=3N(C=4C=CC=C(C4C32)OCC3=CC=CC=C3)C3=CC(=C(C=C3)F)F)(C)C)CC1)=O